FC=1C=C(C=CC1)NCC#C 3-[(3-fluorophenyl)amino]prop-1-yn